ClC=1N(N=C2C1N=NN(C2=O)C2COC2)CC2=C(C=CC=C2F)F 7-chloro-6-(2,6-difluorobenzyl)-3-(oxetan-3-yl)-3,6-dihydro-4H-pyrazolo[4,3-d][1,2,3]triazin-4-one